FC=1C(=C(C=CC1C=1OC=CC1)CN)C (3-fluoro-4-(furan-2-yl)-2-methylphenyl)methanamine